(S)-2-methyl-1-(4-(5-phenyl-1,3,4-oxadiazol-2-yl)phenyl)propan-1-amine CC([C@H](N)C1=CC=C(C=C1)C=1OC(=NN1)C1=CC=CC=C1)C